C(C1=CC=CC=C1)OC=1C=C(C=CC1)C1(CCCC1)C(=O)O 1-(3-benzyloxyphenyl)cyclopentanecarboxylic acid